C(C)(C)(C)OC(=O)N1C[C@H](CC1)CC(=O)O 2-[(3R)-1-tert-butoxycarbonyl-pyrrolidin-3-yl]acetic acid